C(C)N(CCN(CCOC(OC(CCC(=O)[O-])CCCCCC)=O)CCOC(OC(CCC(=O)[O-])CCCCCC)=O)CC 10-(2-(diethylamino)ethyl)-4,16-dihexyl-6,14-dioxo-5,7,13,15-tetraoxa-10-azanonadecanedioate